N-(8-(methylamino)-5-(5-(2-(methylsulfonyl)ethoxy)benzo[d]oxazol-2-yl)-2,7-naphthyridin-3-yl)cyclopropanecarboxamide CNC=1N=CC(=C2C=C(N=CC12)NC(=O)C1CC1)C=1OC2=C(N1)C=C(C=C2)OCCS(=O)(=O)C